FC(C=1C=2N(C=CC1)N=C(C2)[C@H]2N(CCC1=C2N=CN1)C(=O)C=1OC(=NN1)C1=C(C=NN1C)C)F (S)-(4-(4-(difluoromethyl)pyrazolo[1,5-a]pyridin-2-yl)-6,7-dihydro-1H-imidazo[4,5-c]pyridin-5(4H)-yl)(5-(1,4-dimethyl-1H-pyrazol-5-yl)-1,3,4-oxadiazol-2-yl)methanone